C(C)(C)(C)OC(=O)NCCCCNC1=NC=C(C=C1S)C(N)=O 2-((4-((tert-butoxycarbonyl)amino)butyl)amino)-5-carbamoylpyridine-3-thiol